C(C1=CC=CC=C1)OC(=O)N[C@@H](CO)C(=O)O N-BENZYLOXYCARBONYL-L-SERINE